ClC1=C(C=CC=C1C1=C2CCC(C2=CC=C1)O)NC(=O)C=1N(C2=C(CN(CC2)C)N1)C N-(2-chloro-3-(1-hydroxy-2,3-dihydro-1H-inden-4-yl)phenyl)-5-methyl-1-methyl-4,5,6,7-tetrahydro-1H-imidazo[4,5-c]pyridine-2-carboxamide